2-(6-azaspiro[2.5]octan-6-yl)-6-((tetrahydrofuran-3-yl)amino)nicotinamide C1CC12CCN(CC2)C2=C(C(=O)N)C=CC(=N2)NC2COCC2